4-(4-bromo-3,5-difluorophenyl)-1-(tetrahydro-2H-pyran-2-yl)-1H-pyrazole BrC1=C(C=C(C=C1F)C=1C=NN(C1)C1OCCCC1)F